β-mercaptohexanol SC(CO)CCCC